N-(1-(aminomethyl-d2)cyclobutyl)-2-chloro-6,7-dihydrothieno[3,2-d]pyrimidin-4-amine NC(C1(CCC1)NC=1C2=C(N=C(N1)Cl)CCS2)([2H])[2H]